C(C)(=O)C1=CC(=C2C=C(C=CN12)OC)C(=O)NC=1C(=C(C=CC1)C=1CCCCC1)F 3-acetyl-N-(2-fluoro-2',3',4',5'-tetrahydro-[1,1'-biphenyl]-3-yl)-7-methoxyindolizine-1-carboxamide